2-((tert-Butoxycarbonyl)amino)-3-(3-chlorophenyl)propanoic acid C(C)(C)(C)OC(=O)NC(C(=O)O)CC1=CC(=CC=C1)Cl